heptanoyl peroxide C(CCCCCC)(=O)OOC(CCCCCC)=O